NC=1C=C(C=CC1NC)C=1C=C(C(=CC1)N)N 4-[3-amino-4-(methylamino)phenyl]benzene-1,2-diamine